OC1=NC=CC(=C1C(F)(F)F)B(O)O 2-HYDROXY-3-(TRIFLUOROMETHYL)PYRIDINE-4-BORONIC ACID